(3R)-4-(2-fluoro-4-{[(3S)-3-(2-isopropoxyphenyl)piperazin-1-yl]methyl}phenyl)-3-methylmorpholine FC1=C(C=CC(=C1)CN1C[C@@H](NCC1)C1=C(C=CC=C1)OC(C)C)N1[C@@H](COCC1)C